hexadecane CCCCCCCCCCCCCCCC